6-fluoro-N-((3R,4R)-3-fluoro-1-(oxetan-3-yl)piperidin-4-yl)-5-(1-((S)-1-fluoropropan-2-yl)-1H-benzo[d][1,2,3]triazol-6-yl)-4-methoxypyrrolo[2,1-f][1,2,4]triazin-2-amine FC=1C(=C2C(=NC(=NN2C1)N[C@H]1[C@@H](CN(CC1)C1COC1)F)OC)C=1C=CC2=C(N(N=N2)[C@H](CF)C)C1